N,N,N-tris(2-hydroxyethyl)-N-methylammonium methylsulfate COS(=O)(=O)[O-].OCC[N+](C)(CCO)CCO